2-(3-(4-methylpiperazino)propylthio)-4-(3-chloro-4-(pyridin-2-ylmethoxy)phenylamino)pyrimidine CN1CCN(CC1)CCCSC1=NC=CC(=N1)NC1=CC(=C(C=C1)OCC1=NC=CC=C1)Cl